(R)-3-chloro-4-(1-((4-methoxyphenyl)amino)pent-4-en-1-yl)pyridinecarbonitrile ClC=1C(=NC=CC1[C@@H](CCC=C)NC1=CC=C(C=C1)OC)C#N